13-Hydroxy-nonadec-15-enoic acid OC(CCCCCCCCCCCC(=O)O)CC=CCCC